C(CCCCCCCCCCC)N1CCCCCC1 1-n-dodecyl-azacycloheptane